BrC1=C(C(OC(=C1)C(=O)O)=O)OCCOC 4-bromo-3-(2-methoxyethoxy)-2-oxo-2H-pyran-6-carboxylic acid